butyl-[1,1'-biphenyl]-4-formic acid C(CCC)C1=C(C=CC(=C1)C(=O)O)C1=CC=CC=C1